CC1(CCC=2C(=NNC2C1)C=1NC2=CC(=CC=C2C1)C(=O)N1CC(N(CC1)C(=O)OCCCC)(C)C)C Butyl 4-[2-(6,6-dimethyl-4,5,6,7-tetrahydro-1H-indazol-3-yl)-1H-indole-6-carbonyl]-2,2-dimethylpiperazine-1-carboxylate